[Si](C)(C)(C(C)(C)C)OCC1=CC2=NC=CC(=C2S1)C=1C=C(C=C2CCCN(C12)[C@@H]1CN(C[C@H]1F)C(=O)OC(C)(C)C)Cl trans-tert-butyl 3-(8-(2-(((tert-butyldimethylsilyl)oxy)methyl)thieno[3,2-b]pyridin-7-yl)-6-chloro-3,4-dihydroquinolin-1(2H)-yl)-4-fluoropyrrolidine-1-carboxylate